N-[(1S)-2-[4-(2,4-dimethylpyrazol-3-yl)anilino]-1-[(1R)-7-[2-[(1S,4S)-2-oxa-5-azabicyclo[2.2.1]heptan-5-yl]-4-pyridyl]tetralin-1-yl]-2-oxo-ethyl]-1-fluoro-cyclopropanecarboxamide CN1N=CC(=C1C1=CC=C(NC([C@H]([C@@H]2CCCC3=CC=C(C=C23)C2=CC(=NC=C2)N2[C@@H]3CO[C@H](C2)C3)NC(=O)C3(CC3)F)=O)C=C1)C